7-((1S,2S)-2-(2,4-difluorophenyl)cyclopropyl)-5-(2,4-dimethoxypyrimidin-5-yl)-[1,2,4]triazolo[1,5-a]pyrimidine FC1=C(C=CC(=C1)F)[C@@H]1[C@H](C1)C1=CC(=NC=2N1N=CN2)C=2C(=NC(=NC2)OC)OC